Cl.N[C@H]1C(N(OC1)C)=O (R)-4-amino-2-methylisoxazolid-3-one hydrochloride